O=C1N(C(CC1)=O)OC(CN1C(C=CC1=O)=O)=O 1-{2-[(2,5-dioxopyrrolidin-1-yl)oxy]-2-oxoethyl}-1H-pyrrol-2,5-dione